ClC1=C(CN2C(N(CC3=CC=C(C=C23)C(=O)NCC=2OC3=C(C2)C=CC(=C3)F)C)=O)C(=CC=C1)F 1-(2-chloro-6-fluorobenzyl)-N-((6-fluorobenzofuran-2-yl)methyl)-3-methyl-2-oxo-1,2,3,4-tetrahydroquinazoline-7-carboxamide